2-Thiophenboronic acid S1C(=CC=C1)B(O)O